C(C)(C)C=1C(=CC(=NC1)S(=O)C)OC=1C(=NC(=NC1)N)N 5-((5-isopropyl-2-(methylsulfinyl)pyridin-4-yl)oxy)pyrimidine-2,4-diamine